C1(CCCC1)C=1N=NN(C1)C[C@@H]1[C@@H]([C@H]([C@H]([C@H](O1)CO)O)N1N=NC(=C1)C1=C(C(=C(C=C1)C)F)F)OC (2R,3R,4S,5R,6R)-6-((4-Cyclopentyl-1H-1,2,3-triazol-1-yl)methyl)-4-(4-(2,3-difluoro-4-methylphenyl)-1H-1,2,3-triazol-1-yl)-2-(hydroxymethyl)-5-methoxytetrahydro-2H-pyran-3-ol